3-O-methyl-α-galactose CO[C@@H]1[C@H]([C@@H](O)O[C@@H]([C@@H]1O)CO)O